N-(5-[[(5-tert-butyl-1,3-oxazol-2-yl)methyl]sulfanyl]-1,3-thiazol-2-yl)piperidine-4-carboxamide C(C)(C)(C)C1=CN=C(O1)CSC1=CN=C(S1)NC(=O)C1CCNCC1